BrC=1C=NN2C1OC[C@@H](C2)NC(OC(C)(C)C)=O (R)-tert-butyl (3-bromo-6,7-dihydro-5H-pyrazolo[5,1-b][1,3]oxazin-6-yl)carbamate